(S)-8-(2-amino-6-((R)-1-(4-(benzo[d]isothiazol-5-yl)phenyl)-2,2,2-trifluoroethoxy)pyrimidin-4-yl)-2,8-diazaspiro[4.5]decane-3-carboxylic acid NC1=NC(=CC(=N1)N1CCC2(C[C@H](NC2)C(=O)O)CC1)O[C@@H](C(F)(F)F)C1=CC=C(C=C1)C=1C=CC2=C(C=NS2)C1